1-(2,2-Dimethylpropoxy)-2,2-dimethylpropan CC(COCC(C)(C)C)(C)C